hydroxy-ethyl alcohol OCCO